NC=1C(=CC2=CC(=CC=C2C1Cl)Br)C(=O)O 3-amino-7-bromo-4-chloronaphthalene-2-carboxylic acid